Cl.ClC(C)C 2-chloropropane hydrochloride